4-vinylphenyl-sulfuric acid C(=C)C1=CC=C(C=C1)OS(O)(=O)=O